CO\C=C/1\C(CN(CC1)C(=O)OC(C)(C)C)C tert-butyl (4E)-4-(methoxymethylene)-3-methyl-piperidine-1-carboxylate